The molecule is a rose oxide that has S configuration at position 2 and R configuration at position 4. Also known as (-)-cis-rose oxide, it is responsible for the characteristic fragrance of roses. It has a role as a fragrance and a plant metabolite. It is an enantiomer of a (2R,4S)-rose oxide. C[C@@H]1CCO[C@@H](C1)C=C(C)C